triethoxycyclohexylsilane C(C)O[Si](C1CCCCC1)(OCC)OCC